C(C)(C)(C)OC(=O)N[C@@H](C=CC(=O)OCC)C ethyl (R)-4-((t-butoxycarbonyl)amino)pent-2-enoate